1,4-dioxo-1,4-dihydronaphthalen-2-yl 3,6-dichloropicolinate ClC=1C(=NC(=CC1)Cl)C(=O)OC=1C(C2=CC=CC=C2C(C1)=O)=O